C12(CC3CC(CC(C1)C3)C2)C(NCCOCCOCCOCCOCCOCCC(=O)N)C=2C=NC(=CC2)OCC=2C(=C(C=CC2)C2=CC=CC=C2)C (adamantan-1-yl)-1-(6-((2-methyl-[1,1'-biphenyl]-3-yl)methoxy)pyridine-3-yl)-5,8,11,14,17-pentaoxa-2-azaicosan-20-amide